2-[1-(Phenylimino)ethyl]-pyridine C1(=CC=CC=C1)N=C(C)C1=NC=CC=C1